C1(CC1)CCCOC=1C=C2CCN3C(C2=CC1)=CC(=NC3=O)OC[C@H]3OCCOC3 9-(3-Cyclopropyl-propoxy)-2-((S)-1-[1,4]dioxan-2-ylmethoxy)-6,7-dihydro-pyrimido[6,1-a]isoquinolin-4-one